ClC=1C=CC=2N(C1C(O)C=1N=NN(C1CC)C1=CC=C(C=C1)OC)C=NC2 (6-Chloro-imidazo[1,5-a]pyridin-5-yl)-[5-ethyl-1-(4-methoxy-phenyl)-1H-[1,2,3]triazol-4-yl]-methanol